Cl.O1C2(CNCC3=C1C=CC(=N3)O)CC2 4',5'-Dihydro-3'H-spiro[cyclopropane-1,2'-pyrido[2,3-f][1,4]oxazepin]-7'-ol hydrochloride